CC1=CC(=NC=C1C#CC1=C(C=CC=C1)NS(=O)(=O)C1=CC2=CC=CC=C2C=C1)C(=O)O 4-methyl-5-{2-[2-(naphthalene-2-sulfonamido)phenyl]ethynyl}pyridine-2-carboxylic acid